BrC1=CC=C2C=CC(=NC2=C1Cl)NC1=CC2=C(OC(O2)(F)F)C=C1 7-bromo-8-chloro-N-(2,2-difluorobenzo[d][1,3]dioxol-5-yl)quinolin-2-amine